C(C)OC([C@H](CC(C(=O)C1=CC2=CC=CC=C2C=C1)C1=CC=C(C=C1)OC)F)=O (S)-2-fluoro-4-(4-methoxyphenyl)-5-(naphthalen-2-yl)-5-oxopentanoic acid ethyl ester